2',3',4',5',6'-pentafluoro-3-trifluoromethyl-biphenyl-2-ylamine FC1=C(C(=C(C(=C1F)F)F)F)C1=C(C(=CC=C1)C(F)(F)F)N